FC=1C=C(OC=2N(C(C=3NC(=NC3N2)C=2C=NN(C2)C)=O)CCC)C=CC1 2-(3-Fluoro-phenoxy)-8-(1-methyl-1H-pyrazol-4-yl)-1-propyl-1,7-dihydro-purin-6-one